N-([1,1'-biphenyl]-4-ylmethyl)-9-(1-methyl-1H-pyrazol-4-yl)-2-(piperazin-1-yl)-9H-purin-6-amine C1(=CC=C(C=C1)CNC1=C2N=CN(C2=NC(=N1)N1CCNCC1)C=1C=NN(C1)C)C1=CC=CC=C1